CC[C@H](C)[C@H]1C(=O)N2CCC[C@H]2C(=O)O[C@@H](C[C@H](C/C=C\\C3=N[C@@H](CCC(=O)N[C@H](C(=O)N([C@H](C(=O)N1C)C)C)CC4=CC=C(C=C4)OC)CS3)C)C(C)(C)C The molecule is an aprotoxin having the common aprotoxin cyclodepsipeptide skeleton with a double bond in the polyketide unit. It is isolated from Lyngbya bouillonii and exhibits cytotoxic activity against several cancer cell lines derived from colon, cervix, and bone. It has a role as a metabolite and an antineoplastic agent.